ClC1=C(C=C(C(=O)NCC#CC=2N(C3=CC=C(C=C3C2)CNC)CC)C=C1)F 4-chloro-N-(3-{1-ethyl-5-[(methylamino)methyl]-1H-indol-2-yl}prop-2-yn-1-yl)-3-fluorobenzamide